OC1=CC=C(C=C1)C[C@@H](C(=O)N[C@H](C(=O)N[C@H](C(=O)O)CCC(C)(C)C)[C@H](CC)C)NC(=O)[C@@H]1NCCNC1 (2S)-2-[(2S,3S)-2-[(2S)-3-(4-hydroxyphenyl)-2-{[(2R)-piperazin-2-yl]formamido}propanamido]-3-methylpentanamido]-5,5-dimethylhexanoic acid